N-stearoyl-glucamine C(CCCCCCCCCCCCCCCCC)(=O)NC[C@H](O)[C@@H](O)[C@H](O)[C@H](O)CO